(2S,4R)-4-fluoro-2-((2-fluoro-4-iodopyridin-3-yl)methoxy)pyrrolidine-1-carboxylate F[C@@H]1C[C@@H](N(C1)C(=O)[O-])OCC=1C(=NC=CC1I)F